6-(4-fluoro-2-methylsulfanyl-phenyl)-2-(2-pyridinyloxymethyl)imidazo[1,2-a]pyrimidine FC1=CC(=C(C=C1)C=1C=NC=2N(C1)C=C(N2)COC2=NC=CC=C2)SC